(2R,3S,4R,5S)-4-[[3-(3,4-difluorophenyl)-4,5-dimethyl-5-(trifluoromethyl)tetrahydrofuran-2-carbonyl]amino]pyridine-2-carboxamide FC=1C=C(C=CC1F)[C@H]1[C@@H](O[C@@]([C@@H]1C)(C(F)(F)F)C)C(=O)NC1=CC(=NC=C1)C(=O)N